6-fluoro-2-((5-methylpyridin-2-yl)amino)-3-phenylquinazolin-4(3H)-one FC=1C=C2C(N(C(=NC2=CC1)NC1=NC=C(C=C1)C)C1=CC=CC=C1)=O